O=C([C@H](O)[C@@H](O)[C@H](O)[C@H](O)CO)OCC(COC(=O)[C@H](O)[C@@H](O)[C@H](O)[C@H](O)CO)(COC(=O)[C@H](O)[C@@H](O)[C@H](O)[C@H](O)CO)COC(=O)[C@H](O)[C@@H](O)[C@H](O)[C@H](O)CO pentaerythritol tetrathiogluconate